(6-Amino-4-methoxy-3',4',5',6'-tetrahydro-2'H-[3,4']bipyridinyl-1'-yl)-[5-((R)-1-cyclopropyl-ethoxy)-4-methoxy-pyridin-2-yl]-methanone NC1=CC(=C(C=N1)C1CCN(CC1)C(=O)C1=NC=C(C(=C1)OC)O[C@H](C)C1CC1)OC